4-[2-(4-fluorophenyl)imidazo[1,2-a]pyrazin-3-yl]pyridine FC1=CC=C(C=C1)C=1N=C2N(C=CN=C2)C1C1=CC=NC=C1